C1(=C(C=CC=C1)NC1=CC2=C(NC(=N2)CSC2=CC(=NC=C2)C(F)(F)F)C=C1)C N-(o-Tolyl)-2-(((2-(trifluoromethyl)pyridin-4-yl)thio)methyl)-1H-benzo[d]imidazol-5-amine